Glucosyl-(5-menthylcarbonyloxy) decanoate C(CCCCCCCCC)(=O)OOC(=O)C1C(CCC(C1)(C)C1[C@H](O)[C@@H](O)[C@H](O)[C@H](O1)CO)C(C)C